tert-butyl (2S)-3,3-dimethyl-2-(pyrazin-2-ylformamido)butanoate CC([C@@H](C(=O)OC(C)(C)C)NC(=O)C1=NC=CN=C1)(C)C